CN(C1=NNC2=CC=C(C=C12)C1=CC=C(CC1)S(=O)(=O)N1CCC(CC1)NC1=NC=C(C=C1)C(F)(F)F)C N,N-dimethyl-5-(4-((4-((5-(trifluoromethyl)pyridin-2-yl)amino)piperidin-1-yl)sulfonyl)cyclohexa-1,3-dien-1-yl)-1H-indazol-3-amine